C(#N)C=1C=C(C=C2CC(CC12)CC=O)OCC1(CC1)NC(OC(C)(C)C)=O tert-Butyl N-[1-[[7-cyano-2-(2-oxoethyl)-2,3-dihydro-1H-inden-5-yl]oxymethyl]cyclopropyl]carbamate